(2-hydroxyethyl)-ethylenediamine triacetate C(C)(=O)O.C(C)(=O)O.C(C)(=O)O.OCCNCCN